C1=NC=CC2=C(C=CC=C12)NC(=O)N1[C@@H](CCC1)C=1SC=C(N1)C1=CC=CC=C1 (S)-N-(isoquinolin-5-yl)-2-(4-phenylthiazol-2-yl)pyrrolidine-1-carboxamide